C(C1=CC(O)=C(O)C(O)=C1)(=O)O[C@H]1[C@H](OC(C2=CC(O)=C(O)C(O)=C2)=O)[C@@H](OC(C2=CC(O)=C(O)C(O)=C2)=O)[C@H](OC(C2=CC(O)=C(O)C(O)=C2)=O)[C@H](O1)CO Tetra-O-galloyl-β-D-glucose